((5-methyl-1-(tetrahydro-2H-pyran-2-yl)-1H-indazol-4-yl)oxy)-2,4-bis(methylthio)pyridine CC=1C(=C2C=NN(C2=CC1)C1OCCCC1)OC=1C(=NC=CC1SC)SC